N1N=NC=C1C1[C@H]2CN(C[C@@H]12)C1=NN=C(O1)C=1C=NC(=NC1)NCC1=CC(=CC(=C1)C(F)(F)F)C(F)(F)F 5-(5-((1R,5S,6r)-6-(1H-1,2,3-triazol-5-yl)-3-azabicyclo[3.1.0]hexan-3-yl)-1,3,4-oxadiazol-2-yl)-N-(3,5-bis(trifluoromethyl)benzyl)pyrimidin-2-amine